(2-{2-dimethylaminoethyl-methylamino}-4-methoxy-5-{[4-(1-methylindol-3-yl)pyrimidin-2-yl]amino}phenyl)prop-2-enamide mesylate salt S(C)(=O)(=O)O.CN(CCN(C1=C(C=C(C(=C1)OC)NC1=NC=CC(=N1)C1=CN(C2=CC=CC=C12)C)C(C(=O)N)=C)C)C